ClC1=CC(=C(C(=C1)OCOC)C1=C2C(=C(N=N1)N[C@H]1CN(CCC1)CCO[Si](C)(C)C(C)(C)C)C=NC=C2)F 1-[4-Chloro-2-fluoro-6-(methoxymethoxy)phenyl]-N-[(3R)-1-[2-[tert-butyl-(dimethyl)silyl]oxyethyl]-3-piperidyl]pyrido[3,4-d]pyridazin-4-amine